C(C1=CC=CC=C1)N1C(C(CC1)CCCC1(CC1)C(F)(F)F)=O benzyl-3-[3-[1-(trifluoromethyl)cyclopropyl]propyl]pyrrolidin-2-one